C(C)NC(COC1=C(C=CC(=C1)C=O)OC)=O N-ETHYL-2-(5-FORMYL-2-METHOXYPHENOXY)ACETAMIDE